1-(6-(4-((2-(tert-Butyl)thiazol-5-carboxamido)methyl)-3-methylphenyl)-7H-purin-8-yl)piperidin C(C)(C)(C)C=1SC(=CN1)C(=O)NCC1=C(C=C(C=C1)C1=C2NC(=NC2=NC=N1)N1CCCCC1)C